ClC=1C=C2C=C(C=NC2=CC1)C(=O)N1CC2(C1)C=C(C(C(C2)(C)C)=O)C#N 2-(6-chloroquinoline-3-carbonyl)-8,8-dimethyl-7-oxo-2-azaspiro[3.5]non-5-ene-6-carbonitrile